FC1=C(C(=C(C=C1)NC(C(C)(C)C)=O)C)C(F)(F)F N-(4-fluoro-2-methyl-3-(trifluoromethyl)phenyl)pivalamide